Cl.NC/C(/CN1N=CN(C1=O)CC=1SC(=CC1)C=1C=C2CCCNC2=CC1)=C\F 2-[(2E)-2-(aminomethyl)-3-fluoroprop-2-en-1-yl]-4-{[5-(1,2,3,4-tetrahydroquinolin-6-yl)thiophen-2-yl]methyl}-2,4-dihydro-3H-1,2,4-triazol-3-one hydrochloride